C1(CCC1)C=1C(=NN(C1C1=NC=C(C=C1)C(F)(F)F)C)NC(CC1(CC1)C(F)(F)F)=O N-(4-cyclobutyl-1-methyl-5-(5-(trifluoromethyl)pyridin-2-yl)-1H-pyrazol-3-yl)-2-(1-(trifluoromethyl)cyclopropyl)acetamide